BrC=1C=CC=2N(C1)C(=NC2)C(=O)O 6-bromoimidazo[1,5-a]pyridine-3-carboxylic acid